N(C1=CC=CC=C1)C1=NN(C2=C1C=NC(=C2)C(=O)N2CCOCCC2)CC(F)(F)F [3-anilino-1-(2,2,2-trifluoroethyl)pyrazolo[4,3-c]pyridin-6-yl]-(1,4-oxazepan-4-yl)methanone